(7S)-7-((2H-pyrazolo[3,4-b]pyridin-2-yl)methyl)-7-methyl-1-oxa-3-azaspiro[4.5]decan-2-one N=1N(C=C2C1N=CC=C2)C[C@@]2(CC1(CNC(O1)=O)CCC2)C